[2,2-dimethyl-4-oxo-12-(pyridin-2-yl)-5,9-diaza-3-oxododecan-9-yl]methanoic acid-9H-fluoren-9-ylmethyl ester C1=CC=CC=2C3=CC=CC=C3C(C12)COC(=O)N(CCCNC(C(C(C)(C)C)=O)=O)CCCC1=NC=CC=C1